ClC1=CC(=C(COC2=CC=CC(=N2)C23CCN(CC3C2)CC2=NC3=C(N2C[C@H]2OCC2)C=C(C=C3)C(=O)O)C=C1)F 2-((6-(6-((4-chloro-2-fluorobenzyl)oxy)pyridin-2-yl)-3-azabicyclo[4.1.0]heptan-3-yl)methyl)-1-(((S)-oxetan-2-yl)methyl)-1H-benzo[d]imidazole-6-carboxylic acid